4,6-Difluoro-3-[4-(4-propylcyclohexyl)cyclohexyl]-7-(trifluoromethyl)dibenzofuran FC1=C(C=CC2=C1OC1=C2C=CC(=C1F)C(F)(F)F)C1CCC(CC1)C1CCC(CC1)CCC